ClC=1C(=C(C2=C(CN3[C@@H](CO2)CN(CC3)C(=O)OC(C)(C)C)C1)C#C[Si](C)(C)C)C1=C(C=CC=C1C)OC tert-butyl (12aR)-8-chloro-9-(2-methoxy-6-methylphenyl)-10-[(trimethylsilyl)ethynyl]-3,4,12,12a-tetrahydro-6H-pyrazino[2,1-c][1,4]benzoxazepine-2(1H)-carboxylate